The molecule is a quercetin O-glycoside that is quercetin carrying two alpha-L-rhamnosyl residues at positions O-3 and O-7. It is an alpha-L-rhamnoside, a monosaccharide derivative, a polyphenol, a trihydroxyflavone and a quercetin O-glycoside. It is a conjugate acid of a quercetin 3,7-bis-O-alpha-L-rhamnoside(1-). C[C@H]1[C@@H]([C@H]([C@H]([C@@H](O1)OC2=CC(=C3C(=C2)OC(=C(C3=O)O[C@H]4[C@@H]([C@@H]([C@H]([C@@H](O4)C)O)O)O)C5=CC(=C(C=C5)O)O)O)O)O)O